p-methoxyphenyl-diphenyl-chloromethane [3',5'-di-t-butyl-4'-hydroxyphenyl]propionate C(C)(C)(C)C=1C=C(C=C(C1O)C(C)(C)C)OC(CC)=O.COC1=CC=C(C=C1)C(Cl)(C1=CC=CC=C1)C1=CC=CC=C1